ClC=1C(=CC=2OCC[C@H]3N(C2N1)CCNC3)C (R)-2-chloro-3-methyl-6,7,7a,8,10,11-hexahydro-9H-pyrazino[1,2-d]pyrido[3,2-b][1,4]oxazepin